9-(2-Chlorophenyl)-3-methyl-16-thia-2,4,5,8-tetraazatetracyclo[8.6.0.02,6.011,15]hexadeca-1(10),3,5,8,11(15)-pentaene-13-carboxylic acid ClC1=C(C=CC=C1)C1=NCC2=NN=C(N2C=2SC=3CC(CC3C12)C(=O)O)C